(1-(3,3-dimethylazetidine-1-carbonyl)-1H-pyrazol-4-yl)-1,3-dihydro-2H-imidazo[4,5-b]pyridin-2-one CC1(CN(C1)C(=O)N1N=CC(=C1)N1C(NC2=NC=CC=C21)=O)C